FC=1C=C(CC2=NC=CC(=C2)N2N=C(C=3C(NCCC32)=O)C(F)(F)F)C=C(C1)C(F)(F)F 1-(2-(3-fluoro-5-(trifluoromethyl)benzyl)pyridin-4-yl)-3-(trifluoromethyl)-1,5,6,7-tetrahydro-4H-pyrazolo[4,3-c]pyridin-4-one